tert-butyl (2-(2-(5-((phenoxycarbonyl)amino)naphthalen-1-yl)ethoxy)ethyl)carbamate O(C1=CC=CC=C1)C(=O)NC1=C2C=CC=C(C2=CC=C1)CCOCCNC(OC(C)(C)C)=O